FC1=C(C(=C(C(=C1F)COC)F)F)COC(=O)C1CC1 Cyclopropanecarboxylic acid [2,3,5,6-tetrafluoro-4-(methoxymethyl) phenyl]Methyl ester